Sodium 2-(tert-butoxycarbonyl)-1,2,3,4-tetrahydroisoquinoline-6-sulfonate C(C)(C)(C)OC(=O)N1CC2=CC=C(C=C2CC1)S(=O)(=O)[O-].[Na+]